NC1=NC2=CC(=CN=C2C(=C1)N[C@@](CO)(CCCC)C)Br (R)-2-((2-amino-7-bromo-1,5-naphthyridin-4-yl)amino)-2-methylhexan-1-ol